The molecule is a meroterpenoid found in Penicillium rubrum and has been shown to exhibit inhibitory activity against caspase-1. It has a role as a cysteine protease inhibitor and a Penicillium metabolite. It is a carbopolycyclic compound, a cyclic terpene ketone, a meroterpenoid, a diol, a methyl ester, a beta-diketone and a tertiary alpha-hydroxy ketone. C[C@@]12CC[C@H](C([C@H]1CC[C@]3([C@H]2C[C@@]4(C(=C)[C@]3(C(=O)[C@@](C4=O)(C)O)C(=O)OC)C)C)(C)C)O